3-((4-((7-(cyclohexylamino)heptyl)amino)phenyl)amino)piperidine-2,6-dione C1(CCCCC1)NCCCCCCCNC1=CC=C(C=C1)NC1C(NC(CC1)=O)=O